4-(4-(4-(2-(methacryloyloxy)ethoxy)-4-oxobutanoyl)piperazin-1-yl)phenyl-3H,13H-indeno[2',3':3,4]naphtho[1,2-b]pyran C(C(=C)C)(=O)OCCOC(CCC(=O)N1CCN(CC1)C1=CC=C(C=C1)C=1C2=C(OCC1)C=1C=CC=CC1C1=C2CC2=CC=CC=C21)=O